OC=1C2=C(N(C(C1C1=NC3=C(N1)C=C1C(=C3)CNOCC1)=O)CC1=CC=C(C=C1)OC)C=CS2 7-hydroxy-4-(4-methoxybenzyl)-6-(5,6,8,9-tetrahydro-1H-oxazepino[4',5':4,5]benzo[1,2-d]imidazol-2-yl)thieno[3,2-b]pyridin-5(4H)-one